FC(C=1N=C(C(=NC1C=1C2=C(C=NC1)N(C=N2)C)C(=O)N)NC2=CC=C(C=C2)N2CCOCC2)F 5-(Difluoromethyl)-6-(3-methylimidazo[4,5-c]pyridin-7-yl)-3-(4-morpholinoanilino)pyrazin-2-carboxamid